3-amino-2-(4-fluorobenzyl)propionic acid NCC(C(=O)O)CC1=CC=C(C=C1)F